CC/C=C\\C/C=C\\C/C=C\\C/C=C\\C/C=C\\C/C=C\\CCCCCCCCCCC(=O)CC(=O)SCCNC(=O)CCNC(=O)[C@@H](C(C)(C)COP(=O)(O)OP(=O)(O)OC[C@@H]1[C@H]([C@H]([C@@H](O1)N2C=NC3=C(N=CN=C32)N)O)OP(=O)(O)O)O The molecule is an unsaturated fatty acyl-CoA that results from the formal condensation of the thiol group of coenzyme A with the carboxy group of (14Z,17Z,20Z,23Z,26Z,29Z)-3-oxodotriacontahexaenoic acid. It is a 3-oxo-fatty acyl-CoA, an unsaturated fatty acyl-CoA and an ultra-long-chain fatty acyl-CoA. It is a conjugate acid of a (14Z,17Z,20Z,23Z,26Z,29Z)-3-oxodotriacontahexaenoyl-CoA(4-).